C(C)(C)(C)OC(=O)N1C[C@@H](CCC1)N(C(=O)C=1C=C(C=CC1)C#CCCC(=O)O)C1=NC=CC2=CC=CC(=C12)C (R)-5-(3-((1-(tert-butoxycarbonyl)piperidin-3-yl)(8-methylisoquinolin-1-yl)carbamoyl)phenyl)pent-4-ynoic acid